C(C)(C)(C)OC(=O)N1CC(C1)O 1-(T-Butoxycarbonyl)-3-hydroxyazetidine